(S)-2-((3-cyanopyrazin-2-yl)amino)-4-(((S)-2-fluoro-3-methoxypropyl)(4-(5,6,7,8-tetrahydro-1,8-naphthyridin-2-yl)butyl)amino)butanoic acid C(#N)C=1C(=NC=CN1)N[C@H](C(=O)O)CCN(CCCCC1=NC=2NCCCC2C=C1)C[C@@H](COC)F